The molecule is a monocarboxylic acid that is acetic acid in which one of the methyl hydrogens is replaced by a 3-methylphenyl group. It has a role as a fungal xenobiotic metabolite. It is a monocarboxylic acid and a member of benzenes. It derives from an acetic acid. CC1=CC(=CC=C1)CC(=O)O